NC=1C(=CC(=C(C(=O)OCC)C1)Cl)F ethyl 5-amino-2-chloro-4-fluoro-benzoate